1-{4-[5-(2-Chlorobiphenyl-4-yl)-[1,2,4]-oxadiazol-3-yl]-benzyl}-4-propylpiperidine-4-carboxylic acid ClC1=C(C=CC(=C1)C1=NC(=NO1)C1=CC=C(CN2CCC(CC2)(C(=O)O)CCC)C=C1)C1=CC=CC=C1